3-methyl-5-(2-methyl-4-(6-(trifluoromethyl)quinolin-2-yl)phenyl)-6,7-dihydropyrazolo-[1,5-a]pyrazin-4(5H)-one CC=1C=NN2C1C(N(CC2)C2=C(C=C(C=C2)C2=NC1=CC=C(C=C1C=C2)C(F)(F)F)C)=O